5-bromo-4-chloro-1H-pyrrol BrC1=C(C=CN1)Cl